N1C=CC2=C(C=CC=C12)OBr.C(C1=CC=CC=C1)=C1CNC(CN1)=C([2H])C=1N=CNC1C(C)(C)C 3-benzylidene-6-[(5-tertiary butyl-1H-imidazol-4-yl)deuteromethylene]piperazine 1H-Indol-4-yl-hypobromite